FC1=CC=C2C(=CNC(C2=C1F)=O)C(C)N(C(=O)NC1=CC=C(C=C1)F)CC 1-(1-(7,8-difluoro-1-oxo-1,2-dihydroisoquinolin-4-yl)ethyl)-3-(4-fluorophenyl)-1-ethylurea